NC1=NC=2C=C(C(=CC2C2=C1COC2)C(=O)N([C@@H]2COC1=C2C=CC(=C1)C#CC1=CC=NN1C)C)Cl (S)-4-amino-7-chloro-N-methyl-N-(6-((1-methyl-1H-pyrazol-5-yl)ethynyl)-2,3-dihydrobenzofuran-3-yl)-1,3-dihydrofuro[3,4-c]quinoline-8-carboxamide